S(=O)(=O)([O-])[O-].[F-].[V+5].[Li+] lithium vanadium fluoride sulfate